CNCC(=O)N1CCN(CC1)C1=CC=C2C=NN(C2=C1)C=1C=C(C=CC1)C 2-(methylamino)-1-(4-(1-(m-tolyl)-1H-indazol-6-yl)piperazin-1-yl)ethan-1-one